2-chloropyridine-4-sulfinic acid lithium salt [Li+].ClC1=NC=CC(=C1)S(=O)[O-]